tert-Butyl N-[(2S)-2-hydroxy-2-phenyl-ethyl]carbamate O[C@H](CNC(OC(C)(C)C)=O)C1=CC=CC=C1